(R,E)-N-(1-(2-cyclobutyl-3,6-dimethyl-4-oxo-3,4-dihydroquinazolin-8-yl)ethylidene)-2-methylpropane-2-sulfinamide C1(CCC1)C1=NC2=C(C=C(C=C2C(N1C)=O)C)\C(\C)=N\[S@](=O)C(C)(C)C